FC1=C(C=CC(=C1)C(F)(F)F)CN(C(C(=O)OCC(F)(F)F)=O)C 2,2,2-Trifluoroethyl 2-[[2-fluoro-4-(trifluoromethyl)phenyl]methyl-methyl-amino]-2-oxo-acetate